FC1=C(CNN(C)CCOC)C=CC(=C1)C(F)(F)F 2-(2-fluoro-4-(trifluoromethyl)benzyl)-1-(2-methoxyethyl)-1-methylhydrazine